2-(3-bromo-4-(2-hydroxypropan-2-yl)phenyl)acetonitrile BrC=1C=C(C=CC1C(C)(C)O)CC#N